BrC=1C=C(C[C@H](N)C(=O)O)C=C(C1)Br 3,5-Dibromo-L-phenylalanine